C1(=CC=CC=C1)NC1=CC=C(C=C1)C1=CC=C(C=C1)NC1=CC=CC=C1 N4,N4'-diphenylbiphenyl-4,4'-Diamine